CCCCCCCC/C=C\CCCCCCCCCCCC(=O)O[C@H](COC(=O)CCCCCC/C=C\C/C=C\C/C=C\CCCCC)COP(=O)([O-])OCC[N+](C)(C)C 1-(8Z,11Z,14Z-eicosatrienoyl)-2-(13Z-docosenoyl)-sn-glycero-3-phosphocholine